NC=1C(=C(C=C2C=C(N=CC12)NC1=NN2CC(N(CCC2=C1)C)=O)C1=C(C=2NCS(COC2N=C1)(=O)=O)C)F 2-((8-amino-7-fluoro-6-(9-methyl-3,3-dioxido-1,2-dihydro-4H-pyrido[3,2-f][1,3,5]oxathiazepin-8-yl)isoquinolin-3-yl)amino)-6-methyl-5,6-dihydro-4H-pyrazolo[1,5-d][1,4]diazepin-7(8H)-one